13-hexadecdienol C=CC=CCCCCCCCCC(CCC)O